6-((2R,4S)-2-(1-cyclopropyl-1H-pyrazol-4-yl)tetrahydro-2H-pyran-4-yl)-8-(2-fluoro-4-(trifluoromethyl)phenyl)-2,3-dimethylpyrimido[5,4-d]pyrimidin-4(3H)-one C1(CC1)N1N=CC(=C1)[C@@H]1OCC[C@@H](C1)C=1N=C(C=2N=C(N(C(C2N1)=O)C)C)C1=C(C=C(C=C1)C(F)(F)F)F